C(C)(=O)C=1C=C(C=CC1)NC(=O)NC=1C=C2C(N(C(N(C2=CC1)C(C)C)=O)CCOC)=O 1-(3-acetylphenyl)-3-(1-isopropyl-3-(2-methoxyethyl)-2,4-dioxo-1,2,3,4-tetrahydroquinazolin-6-yl)urea